COC1=CC=C(C=C1)C(OC[C@H]1[C@@H](C[C@@H](O1)N1C2=NC=NC(=C2N=C1)NC(C1=CC=CC=C1)=O)O)(C1=CC=CC=C1)C1=CC=C(C=C1)OC N-(9-((2R,4R,5S)-5-((bis(4-methoxyphenyl)(phenyl)methoxy)methyl)-4-hydroxytetrahydrofuran-2-yl)-9H-purin-6-yl)benzamide